OC1=C(C=C(C(=C1)O)C1=CC=CC=C1)C1=C(C(=NO1)C(=O)NCC)C1=CC=C(C=C1)CN1CCOCC1 5-(4,6-dihydroxy-[1,1'-biphenyl]-3-yl)-N-ethyl-4-(4-(morpholinomethyl)phenyl)isoxazole-3-carboxamide